N,N-bis(2-naphthyl)-p-phenylenediamine C1=C(C=CC2=CC=CC=C12)N(C1=CC=C(C=C1)N)C1=CC2=CC=CC=C2C=C1